1,2-dimethylimidazolinium C[NH+]1C(=NCC1)C